[Cr].[Co].[Ni].O=C1NCN(C1)C(=O)NCC1=CC=C(C=C1)NC1=CC=C(C=C1)N1CCC(CC1)C(F)(F)F 4-Oxo-N-(4-((4-(4-(trifluoromethyl)piperidin-1-yl)phenyl)amino)benzyl)imidazolidine-1-carboxamide nickel-cobalt-chromium